N1CCC(CC1)NC(OC(C)(C)C)=O Tert-butyl N-piperidin-4-ylcarbamate